(S)-1-(2-(6-(2-ethyl-5-fluoro-4-hydroxyphenyl)-4-fluoro-1H-indazol-3-yl)-6,7-dihydro-1H-imidazo[4,5-c]pyridin-5(4H)-yl)-2-(2-methylmorpholino)ethanone C(C)C1=C(C=C(C(=C1)O)F)C1=CC(=C2C(=NNC2=C1)C=1NC2=C(CN(CC2)C(CN2C[C@@H](OCC2)C)=O)N1)F